3-(cyclopentylamino)propionitrile C1(CCCC1)NCCC#N